bromopropionic acid anhydride BrC(C(=O)OC(C(C)Br)=O)C